ClC1=CC=C(C=C1)C(C(=O)N[C@H](C(=O)N[C@H](CCC(NS(=O)(=O)C)=O)C(=O)OCC)C(C)(C)C)(C)C ethyl N2-((S)-2-(2-(4-chlorophenyl)-2-methylpropanamido)-3,3-dimethylbutanoyl)-N5-(methylsulfonyl)-D-glutaminate